C=CC1=CC=C(C=C1)S(=O)(=O)OCCCC n-butyl p-styrenesulfonate